2-(6-amino-5-(tetrahydro-2H-pyran-4-yl)pyridazin-3-yl)phenol NC1=C(C=C(N=N1)C1=C(C=CC=C1)O)C1CCOCC1